2-(4-(azetidin-3-ylcarbamoyl)phenyl)-1H-benzo[d]imidazole-4-carboxamide N1CC(C1)NC(=O)C1=CC=C(C=C1)C1=NC2=C(N1)C=CC=C2C(=O)N